CN1C(CC(CC1)C1=NN2C(N=C(C=C2N2CCOCC2)N2N=C(C=C2)C=2C=C(C=CC2)C)=C1)=O 1-methyl-4-(7-morpholino-5-(3-(m-tolyl)-1H-pyrazol-1-yl)pyrazolo[1,5-a]pyrimidin-2-yl)piperidin-2-one